1-(4-chlorophenyl)-N-((tetrahydrofuran-2-yl)methyl)pyrido[3,4-d]pyridazin-4-amine ClC1=CC=C(C=C1)C1=C2C(=C(N=N1)NCC1OCCC1)C=NC=C2